C(N)(=O)OCCC=1N=NNC1 carbamoyloxyethyltriazole